CC1N(CCCC1C)C(=O)OC(C)(C)C tert-butyl 2,3-dimethylpiperidine-1-carboxylate